ClC1=CC(=NC=C1)C1(COC1)NS(=O)C(C)(C)C N-(3-(4-chloropyridin-2-yl)oxetan-3-yl)-2-methylpropan-2-sulfinamide